N-(3-(6-fluoro-1H-indol-3-yl)-1H-pyrazol-5-yl)-4-((1-methylpiperidin-4-yl)amino)benzamide FC1=CC=C2C(=CNC2=C1)C1=NNC(=C1)NC(C1=CC=C(C=C1)NC1CCN(CC1)C)=O